N-((1R)-3-cyano-3-azabicyclo[3.2.0]heptan-1-yl)-2'-(4-fluorophenoxy)-[1,1'-biphenyl]-4-carboxamide C(#N)N1C[C@]2(CCC2C1)NC(=O)C1=CC=C(C=C1)C1=C(C=CC=C1)OC1=CC=C(C=C1)F